4-methyl-1-[3-(triethoxysilyl)propyl]-1,2,3-triazole CC=1N=NN(C1)CCC[Si](OCC)(OCC)OCC